3-(4,4-difluoro-3-methylpiperidin-1-yl)-7-fluoro-N-(2-sulfamoylpyridin-4-yl)quinoxaline-2-carboxamide FC1(C(CN(CC1)C=1C(=NC2=CC(=CC=C2N1)F)C(=O)NC1=CC(=NC=C1)S(N)(=O)=O)C)F